OC=1C(=CC(N(C1)C)=O)C1=NC(=CC(=C1)C(=O)OC)C methyl 5'-hydroxy-1',6-dimethyl-2'-oxo-[2,4'-bipyridine]-4-carboxylate